BrC1=C(N=C2N(C1=O)C=NN2C)C(F)(F)F 6-bromo-1-methyl-7-(trifluoromethyl)-[1,2,4]-triazolo-[4,3-a]pyrimidin-5-one